C1(=CC=CC=C1)C1=NC=NC=C1C1=CC=CC=C1 4,5-diphenylpyrimidine